(R)-2-(3-(3,3-difluoro-1-(fluoro(4-methyl-4H-1,2,4-triazol-3-yl)methyl)cyclobutyl)phenyl)-6-((isopropyl(methyl)amino)methyl)-4-(trifluoromethyl)isoindolin-1-one FC1(CC(C1)([C@H](C1=NN=CN1C)F)C=1C=C(C=CC1)N1C(C2=CC(=CC(=C2C1)C(F)(F)F)CN(C)C(C)C)=O)F